Ethyl (R)-4-(1-(3-amino-6-chloropyridazin-4-yl)piperidin-3-yl)-3-ethylbenzoate NC=1N=NC(=CC1N1C[C@H](CCC1)C1=C(C=C(C(=O)OCC)C=C1)CC)Cl